C(C=C)C=1C=C(C(=C(C1)NC(\C=C\CCC#C\C=C\C)=O)O)OC (2E,8E)-N-(5-allyl-2-hydroxy-3-methoxyphenyl)deca-2,8-dien-6-ynamide